1-benzyl-3-(2-(2,5-bis(isopentyloxy)phenyl)-2-oxoethyl)-1H-imidazol-3-ium bromide [Br-].C(C1=CC=CC=C1)N1C=[N+](C=C1)CC(=O)C1=C(C=CC(=C1)OCCC(C)C)OCCC(C)C